4-benzyl-3-(3-methylbutanoyl)oxazolidin-2-one C(C1=CC=CC=C1)C1N(C(OC1)=O)C(CC(C)C)=O